CCC1=NC2=C(O1)CC(CC2=O)C3=C(C=C(C=C3)C)C (+)-6-(2,4-dimethylphenyl)-2-ethyl-6,7-dihydrobenzo[d]oxazol-4(5H)-one